diphenylselenophenone C1(=CC=CC=C1)C1=C([Se](C=C1)=O)C1=CC=CC=C1